4-[(1R,3R)-3-(4-cyclopropyl-1,3-oxazol-2-yl)-2,2-dimethylcyclopropyl]benzenesulfonamide C1(CC1)C=1N=C(OC1)[C@H]1C([C@@H]1C1=CC=C(C=C1)S(=O)(=O)N)(C)C